(2-iodoethoxy)-dimethyl-silane ICCO[SiH](C)C